(S)-tert-butyl (1-((2',4-dichloro-[2,4'-bipyridin]-5-yl)oxy)-2,4-dimethylpentan-2-yl)carbamate ClC1=NC=CC(=C1)C1=NC=C(C(=C1)Cl)OC[C@@](CC(C)C)(C)NC(OC(C)(C)C)=O